C(C1=CC=CC=C1)OC1=C(N2C(C3=C(C=CC=C13)N1CCC(CC1)C1=CC=CC=C1)=NC=N2)C(=O)OC methyl 6-(benzyloxy)-10-(4-phenylpiperidin-1-yl)-[1,2,4]triazolo[5,1-a]isoquinoline-5-carboxylate